The molecule is the trioxilin anion that is the anion formed from trioxilin A3 by deprotonation of its carboxylic acid moiety; major microspecies present at pH 7.3. It is a conjugate base of a trioxilin A3. CCCCC/C=C\\C[C@@H]([C@@H](/C=C/C(C/C=C\\CCCC(=O)[O-])O)O)O